Bis(3,4-methylenedioxybenzoyl)methan C1OC=2C=C(C(=O)CC(C3=CC4=C(C=C3)OCO4)=O)C=CC2O1